5-(4-bromophenyl)thiazol-2-amine BrC1=CC=C(C=C1)C1=CN=C(S1)N